Cl.FC1=CC(=CC=2NC(=NC21)C2=CC(=CN2)C(=O)C=2C(=NC=CC2)C(F)(F)F)C2CCNCC2 (5-(4-fluoro-6-(piperidin-4-yl)-1H-benzo[d]imidazol-2-yl)-1H-pyrrol-3-yl)(2-(trifluoromethyl)pyridin-3-yl)methanone hydrochloride